NC(C([C@H](C[C@H]1C(N[C@@H](C1)C)=O)NC(C1=C(C=CC(=C1)Cl)NC(C1=CC(=CC=C1)C(F)(F)F)=O)=O)=O)=O N-[(1S)-3-amino-1-[[(3S,5R)-5-methyl-2-oxo-pyrrolidin-3-yl]methyl]-2,3-dioxo-propyl]-5-chloro-2-[[3-(trifluoromethyl)benzoyl]amino]benzamide